COC1=NC=CC(=C1)N1C(N(C(=C1)CN1C[C@@H](N[C@@H](C1)C=1C(=C2COC(C2=CC1)=O)C)C)C)=O 1-(2-methoxy-pyridin-4-yl)-3-methyl-4-(((3S,5R)-3-methyl-5-(4-methyl-1-oxo-1,3-dihydroisobenzofuran-5-yl)piperazin-1-yl)methyl)-1,3-dihydro-2H-imidazol-2-one